C(CCCCCCCCCCC(=O)OCCCCCCC(C)C)(=O)OCCCCCCCCC n-nonyl (isononyl) dodecanedioate